C(C=C)(=O)OC(C=C)=O.[Na] sodium acryloylacrylate